t-butyl-(S)-[2-(2-cyano-4,4-difluoropyrrolidin-1-yl)-2-oxoethyl] carbamate C(N)(O[C@H](C(=O)N1C(CC(C1)(F)F)C#N)C(C)(C)C)=O